FC(C=1C=C2CC[C@H](C2=CC1)NC=1SC=CN1)(F)F (R)-N-(5-(trifluoromethyl)-2,3-dihydro-1H-inden-1-yl)thiazol-2-amine